methyl 3-(2-bromobenzoyl)-2-(2-bromoacetamido)-4H,5H,6H-cyclopenta[b]thiophene-5-carboxylate BrC1=C(C(=O)C=2C3=C(SC2NC(CBr)=O)CC(C3)C(=O)OC)C=CC=C1